FC1(CCC(CC1)N1N=CC(=C1C)C(=O)N(C1=CN=NC=C1)CC)F 1-(4,4-difluorocyclohexyl)-N-ethyl-5-methyl-N-pyridazin-4-ylpyrazole-4-carboxamide